N1C(=NC2=C1C=CC=C2)C=2C=C(C=CC2)NC2=CC(=C(C=C2)C=2N=NC=CC2)OC N-(3-(1H-benzo[d]imidazol-2-yl)phenyl)-3-methoxy-4-(pyridazin-3-yl)aniline